NC=1N=C(C2=C(N1)C=CN2CC2=CC=C(C(=O)N)C=C2)NCCOCC 4-({2-Amino-4-[(2-ethoxyethyl)amino]-5H-pyrrolo[3,2-d]pyrimidin-5-yl}methyl)benzamide